(3-chloro-5,6,7,8-tetrahydroquinolin-5-yl)carbamic acid tert-butyl ester C(C)(C)(C)OC(NC1C=2C=C(C=NC2CCC1)Cl)=O